(S)-4-(2-(4-chloro-2-fluorophenyl)-2-methylbenzo[d][1,3]dioxol-4-yl)piperidine Hydrochloride Cl.ClC1=CC(=C(C=C1)[C@@]1(OC2=C(O1)C=CC=C2C2CCNCC2)C)F